N-((1r,3S)-3-methoxycyclobutyl)pyridin-4-amine COC1CC(C1)NC1=CC=NC=C1